BrC1=C2CCCN(C2=CC=C1)C1=NC(=NC2=CC=C(C(=C12)F)F)NN 4-(5-Bromo-3,4-dihydroquinolin-1(2H)-yl)-5,6-difluoro-2-hydrazineylquinazoline